5-ethynylpyridin-3-yl 3-deoxy-2-O-methyl-3-[4-(2-thiazolyl)-1H-1,2,3-triazol-1-yl]-1-thio-α-D-galactopyranoside CO[C@H]1[C@@H](SC=2C=NC=C(C2)C#C)O[C@@H]([C@@H]([C@@H]1N1N=NC(=C1)C=1SC=CN1)O)CO